3-[3-chloro-6-ethoxy-2-fluoro-5-(2-methyl-1,3-dioxolan-2-yl)phenyl]-4-nitrobutanoic acid ethyl ester C(C)OC(CC(C[N+](=O)[O-])C1=C(C(=CC(=C1OCC)C1(OCCO1)C)Cl)F)=O